N'-(5-ethyl-1H-pyrazol-3-yl)-N,N-dimethylmethanimidamide C(C)C1=CC(=NN1)N=CN(C)C